C=1(C(=CC=CC1)OOC1=C(C=CC=C1)C)C di-toluyl peroxide